ClC1=CC(=C(C(=C1)C)C1=CC=C(N=N1)C(=O)O)O 6-(4-chloro-2-hydroxy-6-methyl-phenyl)pyridazine-3-carboxylic acid